2,3,5-tri-O-acetyl-β-D-ribose triflate S(=O)(=O)(C(F)(F)F)O[C@H]1[C@H](OC(C)=O)[C@H](OC(C)=O)[C@H](O1)COC(C)=O